ClC1=C2C(=CNC2=CC=C1)C(CC#N)=O 3-(4-chloro-1H-indol-3-yl)-3-oxopropanenitrile